C1(CCC1)[C@@H](NS(=O)C(C)(C)C)B1OC(C(O1)(C)C)(C)C N-((S)-cyclobutyl(4,4,5,5-tetramethyl-1,3,2-dioxaborolan-2-yl)methyl)-2-methylpropane-2-sulfinamide